ammonium Adipate salt C(CCCCC(=O)[O-])(=O)[O-].[NH4+].[NH4+]